FC(C=1C(=C(C=CC1)[C@@H](C)NC(=O)C1=CN(C(C=C1NC1[C@H]2CN(C[C@@H]1CC2)C)=O)C2(CC2)C(F)(F)F)F)F N-((R)-1-(3-(difluoromethyl)-2-fluorophenyl)ethyl)-4-(((1R,5s,8R)-3-methyl-3-azabicyclo[3.2.1]oct-8-yl)amino)-6-oxo-1-(1-(trifluoromethyl)cyclopropyl)-1,6-dihydropyridine-3-carboxamide